OCC1=CC(=C(C(=O)OC)C=C1)C(C)C methyl 4-(hydroxymethyl)-2-isopropylbenzoate